BrC1=C2C=CN(C2=CC(=C1OC=1C=CC(=C(C1)C1=NN(C=C1)C(C)(CCCC(CS(=O)(=O)C=C)(C)C)C=1C=C(C=CC1)C[C@H](C(=O)OC)C)F)F)S(=O)(=O)C1=CC=C(C)C=C1 Methyl (2R)-3-(3-(2-(3-(5-((4-bromo-6-fluoro-1-tosyl-1H-indol-5-yl)oxy)-2-fluorophenyl)-1H-pyrazol-1-yl)-6,6-dimethyl-7-(vinylsulfonyl)heptan-2-yl)phenyl)-2-methylpropanoate